3-fluoro-1H-pyrrolo[2,3-b]pyridin FC1=CNC2=NC=CC=C21